FC1=C(C=CC=C1)C1=NN2C3CCC(OC2=C1C(=O)O)C3 4-(2-Fluorophenyl)-7-oxa-2,3-diazatricyclo[6.2.1.02,6]undeca-3,5-diene-5-carboxylic acid